OC1=C(C(=O)NCCCCCCCC(=O)[O-])C=CC=C1.C(CCC)[N+](CCCC)(CCCC)CCCC Tetrabutylammonium 8-(2-hydroxybenzoamido)octanoate